(2S,3R)-3-((2-amino-6-methylpyridin-4-yl)methyl)-N2-(1-methyl-1H-pyrazol-4-yl)-N1-((R)-1-(3-fluoro-2-methylphenyl)propyl)-N2-methyl-4-oxoazetidine-1,2-dicarboxamide NC1=NC(=CC(=C1)C[C@@H]1[C@H](N(C1=O)C(=O)N[C@H](CC)C1=C(C(=CC=C1)F)C)C(=O)N(C)C=1C=NN(C1)C)C